C1(CC1)OC1=C(C#N)C=C(C=C1F)F 2-cyclopropoxy-3,5-difluorobenzonitrile